tert-butyl 2-[4-(4,4,5,5-tetramethyl-1,3,2-dioxaborolan-2-yl) pyrazol-1-yl]-7-azaspiro[3.5]nonane-7-carboxylate CC1(OB(OC1(C)C)C=1C=NN(C1)C1CC2(C1)CCN(CC2)C(=O)OC(C)(C)C)C